FC(C(=O)O)(F)F.NC1CCN(CC1)C1=NC(=C2N=CN(C2=N1)C(C)C)NCC1=C(C=CC=C1)N1N=C(C=C1)N1C[C@H](OCC1)C (R)-2-(4-aminopiperidin-1-yl)-9-isopropyl-N-(2-(3-(2-methylmorpholino)-1H-pyrazol-1-yl)benzyl)-9H-purin-6-amine 2,2,2-trifluoroacetate